C1(=CC=CC=C1)C1=CC=C(C=C1)OC[18F] 1-Phenyl-4-([18F]fluoromethoxy)benzene